3-(2-furyl)acrolein O1C(=CC=C1)C=CC=O